N1=C(C=CC=C1)CN picolyl-amine